6-Fluoro-3-{1-[4-((R)-3-methylamino-pyrrolidine-1-carbonyl)-phenyl]-1H-[1,2,3]triazol-4-yl}-1H-quinolin-2-one FC=1C=C2C=C(C(NC2=CC1)=O)C=1N=NN(C1)C1=CC=C(C=C1)C(=O)N1C[C@@H](CC1)NC